N-carbonyl-difluoromethoxybenzenesulfonamide C(=O)=NS(=O)(=O)C1=C(C=CC=C1)OC(F)F